trans-3-(methylsulfonyl)cyclobutylamine hydrochloride Cl.CS(=O)(=O)[C@@H]1C[C@H](C1)N